10-((4-(2,6-Dioxopiperidin-3-yl)phenyl)amino)decanoic acid O=C1NC(CCC1C1=CC=C(C=C1)NCCCCCCCCCC(=O)O)=O